FC=1C=C(C=CC1OC)C1=NN=C(O1)NC=1NC2=C(C(=NC=C2)OC)N1 5-(3-Fluoro-4-methoxyphenyl)-N-(4-methoxy-1H-imidazo[4,5-c]pyridin-2-yl)-1,3,4-oxadiazol-2-amine